FC=1C(=NC=CC1)[C@@H](C(=O)N1CC2=NN(C=C2C1)S(=O)(=O)C1=NC=C(C=C1)OC)O (2S)-2-(3-fluoropyridin-2-yl)-2-hydroxy-1-{2-[(5-methoxypyridin-2-yl)sulfonyl]-2H,4H,5H,6H-pyrrolo[3,4-c]pyrazol-5-yl}ethan-1-one